ClC(C=1C=CC=C2C=CC=NC12)(Cl)Cl 8-(trichloromethyl)quinoline